m-p-cresolglycidyl ether C1=C(C(=CC=C1O)C)C1C(COCC2C(O2)C2=CC(=CC=C2C)O)O1